1-methyl-1-propylpiperidinium bis(trifluoromethylsulfonyl)imide [N-](S(=O)(=O)C(F)(F)F)S(=O)(=O)C(F)(F)F.C[N+]1(CCCCC1)CCC